5-(difluoromethoxy)-3-methoxy-N,N-bis(4-methoxybenzyl)pyridin-2-amine FC(OC=1C=C(C(=NC1)N(CC1=CC=C(C=C1)OC)CC1=CC=C(C=C1)OC)OC)F